1-((2-(2,6-Dioxopiperidin-3-yl)-1,3-dioxoisoindolin-5-yl)amino)-3,6,9,12,15-pentoxaoctadecane-18-oic acid O=C1NC(CCC1N1C(C2=CC=C(C=C2C1=O)NCCOCCOCCOCCOCCOCCC(=O)O)=O)=O